4-(4-(tert-butyl)phenyl)-7-fluoroquinazolin C(C)(C)(C)C1=CC=C(C=C1)C1=NC=NC2=CC(=CC=C12)F